NC=1C(=NC(=C(N1)C=1OC=CN1)C=1C=CC=2N(C1)C(=CN2)C)C(=O)NCC2=NC(=CC=C2)N2[C@@H]1CN([C@H](C2)C1)C 3-amino-N-((6-((1S,4S)-5-methyl-2,5-diazabicyclo[2.2.1]heptan-2-yl)pyridin-2-yl)methyl)-6-(3-methylimidazo[1,2-a]pyridin-6-yl)-5-(oxazol-2-yl)pyrazine-2-carboxamide